N1([C@@H](C=CC1)C(=O)OC)C(=O)OC(C)(C)C 1-tert-butyl 2-methyl (2S)-2,5-dihydropyrrole-1,2-dicarboxylate